O1C(OCCC1)C1=CC=C(C=C1)C=1OC2=C(C(=C(C=C2C(C1)=O)Cl)OC)Br 2-(4-(1,3-dioxan-2-yl)phenyl)-8-bromo-6-chloro-7-methoxy-4H-chromen-4-one